4-(methyl)pyridine CC1=CC=NC=C1